C(C)(=O)OC1C[C@@]2(C(C[C@H]3[C@@H]4CC[C@H]([C@@H](CCCC(C)C)C)[C@]4(CC[C@@H]3[C@]2(CC1)C)C)NCCCNCCCCNCCCN)O 3-acetoxy-5α-hydroxy-6-{3-[4-(3-aminopropylamino)-butylamino]propylamino}cholestane